FC(F)(F)C1=NNC=C1 trifluoromethyl-pyrazol